3-(3-fluoro-2-methylanilino)-2-(3-{[(2S)-4-methylmorpholin-2-yl]methoxy}pyridin-4-yl)-1,5,6,7-tetrahydro-4H-pyrrolo[3,2-c]pyridin-4-one FC=1C(=C(NC2=C(NC3=C2C(NCC3)=O)C3=C(C=NC=C3)OC[C@@H]3CN(CCO3)C)C=CC1)C